C(C)(C)OC1=NN(C=C1NC=O)C1CCC(CC1)=O N-(3-isopropoxy-1-(4-oxocyclohexyl)-1H-pyrazol-4-yl)formamide